3-(4-fluoro-5-((4-(6-(6-((R)-2-(3-fluorophenyl)pyrrolidin-1-yl)imidazo[1,2-b]pyridazin-3-yl)pyridin-2-yl)piperazin-1-yl)methyl)-1-oxoisoindolin-2-yl)piperidine-2,6-dione FC1=C2CN(C(C2=CC=C1CN1CCN(CC1)C1=NC(=CC=C1)C1=CN=C2N1N=C(C=C2)N2[C@H](CCC2)C2=CC(=CC=C2)F)=O)C2C(NC(CC2)=O)=O